BrC=1C(=C(C(=NC1)C(C(=O)OCC)(F)F)NC(=O)OC(C)(C)C)C ethyl 2-(5-bromo-3-{[(tert-butoxy) carbonyl] amino}-4-methylpyridin-2-yl)-2,2-difluoroacetate